2-[[3-bromo-5-(2-cyclopropyl-4-methoxy-3-pyridyl)pyrazolo[4,3-d]pyrimidin-2-yl]methoxy]ethyl-trimethyl-silane BrC=1N(N=C2C1N=C(N=C2)C=2C(=NC=CC2OC)C2CC2)COCC[Si](C)(C)C